C(CCC)OC(C)CO monopropylene glycol butyl ether